C(C)(C)[C@]1(N=C(NC1=O)C1=C(C(=O)O)C=C(C=N1)COC)C |r| 2-[(RS)-4-isopropyl-4-methyl-5-oxo-2-imidazolin-2-yl]-5-methoxymethyl-nicotinic acid